4-(2-methyloctadecan-2-yl)oxazol-2(3H)-one CC(C)(CCCCCCCCCCCCCCCC)C=1NC(OC1)=O